ClC1=C(C=C(COC2=CC=CC(=N2)C2=C(C=C(CC3=NC4=C(N3CC3OCCC3)C=CC=C4)C=C2)F)C=C1)F 2-(4-(6-(4-Chloro-3-fluorobenzyloxy)pyridin-2-yl)-3-fluorobenzyl)-1-((tetrahydrofuran-2-yl)methyl)-1H-benzo[d]imidazol